tert-butyl 4-[(1-cyanocyclopropyl)amino]-6-(5-cyanopyrazolo[3,4-b]pyridin-1-yl)pyridine-3-carboxylate C(#N)C1(CC1)NC1=C(C=NC(=C1)N1N=CC=2C1=NC=C(C2)C#N)C(=O)OC(C)(C)C